Methyl 5-(benzyloxy)-2-bromo-1,7-naphthyridine-6-carboxylate C(C1=CC=CC=C1)OC1=C2C=CC(=NC2=CN=C1C(=O)OC)Br